C[C@@H]1C=2C=CC=NC2CCN1C(=O)OC(C)(C)C (R)-tert-butyl 5-methyl-7,8-dihydro-1,6-naphthyridine-6(5H)-carboxylate